2-[4-(trifluoromethyl)phenyl]-1,3-benzoxazol-5-amine FC(C1=CC=C(C=C1)C=1OC2=C(N1)C=C(C=C2)N)(F)F